2-aza-2-silacyclopentane C1NCCC1